2,4-dichloro-5,7-dihydrofuropyrimidine ClC1=NC2=C(C(=N1)Cl)OCC2